FC(C=1C(=C(C=CC1)[C@@H](C)NC(=O)C=1C=2N(C=C(C1)C1=CC(=NC=C1)\C(=N/O)\C)C[C@H](N2)C)F)F (2R)-N-[(1R)-1-[3-(difluoromethyl)-2-fluoro-phenyl]ethyl]-6-[2-[(Z)-N-hydroxy-C-methyl-carbonimidoyl]-4-pyridyl]-2-methyl-2,3-dihydroimidazo[1,2-a]pyridine-8-carboxamide